FC1=C(C=C2CCN(CC2=C1)C(=O)OC(C)(C)C)OCC1=C(N=CO1)C tert-butyl 7-fluoro-6-[(4-methyloxazol-5-yl) methoxy]-3,4-dihydro-1H-isoquinoline-2-carboxylate